(R)-3-((2-((3,5-dichloropyridin-2-yl)oxy)butanamido)methyl)benzoic acid ClC=1C(=NC=C(C1)Cl)O[C@@H](C(=O)NCC=1C=C(C(=O)O)C=CC1)CC